C1(CC1)NC(C1=C(C=C(C=C1OC)C1=CN=C2N1C=CC(=C2)C2(OCCOC2)C)OC(F)F)=O N-cyclopropyl-2-(difluoromethoxy)-6-methoxy-4-[7-(2-methyl-1,4-dioxan-2-yl)imidazo[1,2-a]pyridin-3-yl]benzamide